BrC1=C2C(=C(C(=NC2=CC=C1C)C1CCOCC1)C)O bromo-3,6-dimethyl-2-(tetrahydro-2H-pyran-4-yl)quinolin-4-ol